5-(2,4-difluorobenzyl)-N-(4-(5-((4-hydroxy-4-methylpentyl)oxy)-2-methylphenyl)pyridin-2-yl)-4H-1,2,4-triazole-3-carboxamide FC1=C(CC=2NC(=NN2)C(=O)NC2=NC=CC(=C2)C2=C(C=CC(=C2)OCCCC(C)(C)O)C)C=CC(=C1)F